1-(4,4-difluorocyclohexyl)-3-methyl-N-((1r,3r)-3-morpholinocyclobutyl)-1H-thieno[2,3-c]pyrazole-5-carboxamide FC1(CCC(CC1)N1N=C(C2=C1SC(=C2)C(=O)NC2CC(C2)N2CCOCC2)C)F